FC(C=1N=C(N(C1)C)C1=CC=C(C=C1)CN)F [4-[4-(Difluoromethyl)-1-methyl-1H-imidazol-2-yl]phenyl]methanamine